(Z)-3-(5-((2-(2-(2-(4-(1-(4-hydroxyphenyl)-2-phenylbut-1-en-1-yl)phenoxy)ethoxy)ethoxy)ethyl)amino)-1-oxoisoindolin-2-yl)piperidine-2,6-dione OC1=CC=C(C=C1)/C(=C(\CC)/C1=CC=CC=C1)/C1=CC=C(OCCOCCOCCNC=2C=C3CN(C(C3=CC2)=O)C2C(NC(CC2)=O)=O)C=C1